1-cyclopropyl-5-methyl-8-[[(1R)-1-[3-(1,1-difluoro-2-hydroxy-ethyl)-2-fluoro-phenyl]ethyl]amino]spiro[pyrrolo[2,3-g]phthalazine-3,4'-tetrahydropyran]-2-one C1(CC1)N1C(C2(CCOCC2)C=2C1=CC=1C(=NN=C(C1C2)C)N[C@H](C)C2=C(C(=CC=C2)C(CO)(F)F)F)=O